(4-trifluoromethylphenyl)-1,2,4-oxadiazole FC(C1=CC=C(C=C1)C1=NOC=N1)(F)F